NC=1C(NC2=CC(=CC=C2C1)F)=O 3-amino-7-fluoroquinolin-2(1H)-one